isobutyl angelate C(\C(\C)=C/C)(=O)OCC(C)C